tert-butyl 4-(2-(4,4-difluoropiperidin-1-yl) ethyl)-3-oxopiperazine-1-carboxylate FC1(CCN(CC1)CCN1C(CN(CC1)C(=O)OC(C)(C)C)=O)F